[(6R)-6-(tert-butoxycarbonylamino)-5-[tert-butyl(dimethyl)silyl]oxy-1-(5-isopropoxypyrimidin-2-yl)-8-methyl-nonyl] methanesulfonate CS(=O)(=O)OC(CCCC([C@@H](CC(C)C)NC(=O)OC(C)(C)C)O[Si](C)(C)C(C)(C)C)C1=NC=C(C=N1)OC(C)C